FC1=C(C#N)C=C(C=C1C)N1N=C2C([C@@H](NCC2)C)=C1N1C(N(C=C1)C=1C(=C2C=NN(C2=CC1)C([2H])([2H])[2H])F)=O (S)-2-fluoro-5-(3-(3-(4-fluoro-1-(methyl-d3)-1H-indazole-5-yl)-2-oxo-2,3-dihydro-1H-imidazol-1-yl)-4-methyl-4,5,6,7-tetrahydro-2H-pyrazolo[4,3-c]pyridine-2-yl)-3-methylbenzonitrile